2-dodecyl-2-propylmalonic acid lithium salt [Li+].C(CCCCCCCCCCC)C(C(=O)[O-])(C(=O)[O-])CCC.[Li+]